1-(tert-Butyl)-3-(4-(pyridin-3-yl)phenyl)-5-methyl-pyrazol-4-ol C(C)(C)(C)N1N=C(C(=C1C)O)C1=CC=C(C=C1)C=1C=NC=CC1